N=S(=O)(C)CC1=CC=C(C=C1)C1=CC=NC2=NC(=CC=C12)OC imino(4-(7-methoxy-1,8-naphthyridin-4-yl)benzyl)(methyl)-λ6-sulfanone